4-chloro-2-hydroxy-benzoic acid 3-(2-dimethylaminomethyl-1-hydroxy-cyclohexyl)-phenyl ester CN(C)CC1C(CCCC1)(O)C=1C=C(C=CC1)OC(C1=C(C=C(C=C1)Cl)O)=O